(2,4,6-trichloropyridin-3-yl)methanol ClC1=NC(=CC(=C1CO)Cl)Cl